C(C)(C)(C)OC(=O)N1[C@H](C[C@H](C1)OC)C1=CC(=C(C=C1)B(O)O)F (4-((cis)-1-(tert-butoxycarbonyl)-4-methoxypyrrolidin-2-yl)-2-fluorophenyl)boronic acid